2-((1-(azepan-4-yl)-1H-pyrazol-4-yl)amino)-N-(2,6-dichlorophenyl)-4-methoxypyrimidine-5-carboxamide N1CCC(CCC1)N1N=CC(=C1)NC1=NC=C(C(=N1)OC)C(=O)NC1=C(C=CC=C1Cl)Cl